CS(=O)C[C@H]1[C@@H](N(C1)C(=O)OC(C)(C)C)C tert-butyl rac-(trans)-3-(methylsulfinylmethyl)-2-methylazetidine-1-carboxylate